ClC1=CC=C(C=C1)C(C(=O)N1CC(C2(CN(C2)C(C=C)=O)CC1)(F)F)CC1CCOCC1 1-(7-(2-(4-chlorophenyl)-3-(tetrahydro-2H-pyran-4-yl)propanoyl)-5,5-difluoro-2,7-diazaspiro[3.5]nonan-2-yl)prop-2-en-1-one